FC1=C(C2=C(C(NC(O2)(CCC)C)=O)C=C1)F 7,8-difluoro-2-methyl-2-propyl-2,3-dihydro-4H-benzo[e][1,3]oxazin-4-one